Cl.NC=1C=C(C=C(C1)C(F)(F)F)[C@@H](C)NC=1C2=C(N=C(N1)Cl)CNC2 N-[(1R)-1-[3-amino-5-(trifluoromethyl)phenyl]ethyl]-2-chloro-5H,6H,7H-pyrrolo[3,4-d]pyrimidin-4-amine HCl salt